(1-methyl-5-(methylsulfonyl)-1,4,5,6,7,8-hexahydropyrazolo[4,3-c]azepin-3-yl)(4-(2-(trifluoromethyl)phenyl)piperidin-1-yl)methanone CN1N=C(C=2CN(CCCC21)S(=O)(=O)C)C(=O)N2CCC(CC2)C2=C(C=CC=C2)C(F)(F)F